3-((4-(4-((1-((1-(4-((1R,2S)-6-hydroxy-2-phenyl-1,2,3,4-tetrahydronaphthalen-1-yl)phenyl)piperidin-4-yl)methyl)piperidin-4-yl)methyl)piperazin-1-yl)phenyl)amino)piperidine-2,6-dione OC=1C=C2CC[C@@H]([C@@H](C2=CC1)C1=CC=C(C=C1)N1CCC(CC1)CN1CCC(CC1)CN1CCN(CC1)C1=CC=C(C=C1)NC1C(NC(CC1)=O)=O)C1=CC=CC=C1